C(C1=CC=CC=C1)N1C2=CC=CC(=C2C=2C(=CC=C(C12)Cl)OCC(=O)O)C(N)=O [9-benzyl-5-carbamoyl-1-chlorocarbazol-4-yl]oxyacetic acid